tris[4-(4-acetylphenyl)thiophenyl]Sulfonium tetrakis(fluorophenyl)borate FC1=C(C=CC=C1)[B-](C1=C(C=CC=C1)F)(C1=C(C=CC=C1)F)C1=C(C=CC=C1)F.C(C)(=O)C1=CC=C(C=C1)C=1C=C(SC1)[S+](C=1SC=C(C1)C1=CC=C(C=C1)C(C)=O)C=1SC=C(C1)C1=CC=C(C=C1)C(C)=O